2-(6-(1-(2,2-difluoroethyl)-1H-pyrazolo[3,4-d]pyrimidin-6-yl)-2,6-diazaspiro[3.4]octan-2-yl)-5-(trifluoromethyl)-1,3,4-thiadiazole FC(CN1N=CC=2C1=NC(=NC2)N2CC1(CN(C1)C=1SC(=NN1)C(F)(F)F)CC2)F